4,7,10,13-tetraoxahexadecanedioic acid bis(2,5-dioxopyrrolidin-1-yl) ester O=C1N(C(CC1)=O)OC(CCOCCOCCOCCOCCC(=O)ON1C(CCC1=O)=O)=O